ClC=1C=C(C=CC1C(=O)N1CCN(CC1)C)NC1CN(C1)C1CCN(CC1)C(C(C(F)(F)F)(C1=CC=CC=C1)O)=O 1-(4-(3-(3-chloro-4-(4-methylpiperazine-1-carbonyl)phenylamino)azetidin-1-yl)piperidin-1-yl)-3,3,3-trifluoro-2-hydroxy-2-phenylpropan-1-one